N=1N(N=C2C1C=CC=C2)C2CN(CCC2)C2=CC(=NC(=N2)N)NC 6-(3-(2H-benzo[d][1,2,3]triazol-2-yl)piperidin-1-yl)-N4-methylpyrimidine-2,4-diamine